C(C)(C)(C)OC(=O)N1C(CCCC1)NC1=C(C(=CC=C1)N1CCOCC1)N ((2-amino-3-morpholinophenyl)amino)piperidine-1-carboxylic acid tert-butyl ester